O=C1NC(CCC1N1C(C2=CC=C(C=C2C1=O)N1CCN(CC1)CCNS(=O)(=O)C1CNC1)=O)=O N-(2-[4-[2-(2,6-Dioxopiperidin-3-Yl)-1,3-Dioxoisoindol-5-Yl]Piperazin-1-Yl]Ethyl)AzetiDine-3-Sulfonamide